(3aR,5s,6aS)-N-(6-(4-methyl-2-(meth-yl-d3)-2H-indazol-5-yl)pyridazin-3-yl)-2-((tetrahydro-2H-pyran-4-yl)methyl-d2)octahydrocyclopenta[c]pyrrol-5-amine CC=1C2=CN(N=C2C=CC1C1=CC=C(N=N1)NC1C[C@@H]2[C@@H](CN(C2)C([2H])([2H])C2CCOCC2)C1)C([2H])([2H])[2H]